(methoxymethyl) acetate C(C)(=O)OCOC